tert-butyl 3-(2'-(cyclopentanesulfonyl)-5'-oxo-5'H-spiro[cyclopentane-1,8'-pyrido[4,3-d]pyrimidin]-6'(7'H)-yl)propanoate C1(CCCC1)S(=O)(=O)C=1N=CC2=C(N1)C1(CN(C2=O)CCC(=O)OC(C)(C)C)CCCC1